6-{8-[(2-cyano-2-methylideneethyl)amino]-7-methoxynaphthalen-2-yl}-N-[(3S,4R)-1,3-dimethylpiperidin-4-yl]pyridine-2-carboxamide C(#N)C(CNC=1C(=CC=C2C=CC(=CC12)C1=CC=CC(=N1)C(=O)N[C@H]1[C@H](CN(CC1)C)C)OC)=C